(1R,3S,5R)-2-(2-(4-amino-8-methyl-9H-pyrimido[4,5-b]indol-9-yl)acetyl)-N-(6-bromopyridin-2-yl)-5-methyl-2-azabicyclo[3.1.0]hexane-3-carboxamide NC1=NC=NC=2N(C3=C(C=CC=C3C21)C)CC(=O)N2[C@@H]1C[C@@]1(C[C@H]2C(=O)NC2=NC(=CC=C2)Br)C